NC1=CC=C(C=N1)C1=NC(=C(C=C1)NC(=O)C=1C(=NOC1C)C1=CC=C(C=C1)F)OC N-(6'-amino-6-methoxy-[2,3'-bipyridin]-5-yl)-3-(4-fluorophenyl)-5-methylisoxazole-4-carboxamide